7-Benzyloxy-1-methyl-5-nitroindole-2,3-dione C(C1=CC=CC=C1)OC=1C=C(C=C2C(C(N(C12)C)=O)=O)[N+](=O)[O-]